ClC1=CN=NC=C1N1C(C2=CC=CC=C2C1)C 4-Chloro-5-(1-methylisoindolin-2-yl)pyridazin